ClC1=C(C=CC=C1F)[C@@H]1N(CCC1)C=1N=CC(=NC1)C(=O)N[C@H](C)\C=C\S(=O)(=O)C1CC1 |&1:8| 5-(rac-2-(2-chloro-3-fluorophenyl)pyrrolidin-1-yl)-N-((R,E)-4-(cyclopropylsulfonyl)but-3-en-2-yl)pyrazine-2-carboxamide